(1,2,4-triisopropylcyclopentadienyl)tris(methylethylamino)titanium C(C)(C)C1(C(=CC(=C1)C(C)C)C(C)C)[Ti](N(C)CC)(N(C)CC)N(CC)C